3-((2S)-2-hydroxy-3-(8-(m-toluenesulfonyl)-1-oxa-8-azaspiro[4.5]dec-3-ylamino)propoxy)-N-methylbenzenesulfonamide O[C@H](COC=1C=C(C=CC1)S(=O)(=O)NC)CNC1COC2(C1)CCN(CC2)S(=O)(=O)C=2C=C(C)C=CC2